2-hydroxy-4-methoxy-benzoic acid 3-(2-dimethylaminomethyl-1-hydroxy-cyclohexyl)-phenyl ester CN(C)CC1C(CCCC1)(O)C=1C=C(C=CC1)OC(C1=C(C=C(C=C1)OC)O)=O